2-(3-bromo-2-methyl-phenyl)thiazolo[4,5-c]pyridine BrC=1C(=C(C=CC1)C=1SC2=C(C=NC=C2)N1)C